dimethylacryloyl-ammonium C[NH+](C(C=C)=O)C